3-hydroxy-4-(4-{[(3R)-1-methylpiperidin-3-yl]amino}pyrido[3,4-d]pyridazin-1-yl)benzonitrile OC=1C=C(C#N)C=CC1C1=C2C(=C(N=N1)N[C@H]1CN(CCC1)C)C=NC=C2